4-(1-{[7-chloro-3-(4-trifluoromethylphenoxy)indolizine-5-carbonyl]-amino}cyclopropyl)benzoic acid ClC=1C=C(N2C(=CC=C2C1)OC1=CC=C(C=C1)C(F)(F)F)C(=O)NC1(CC1)C1=CC=C(C(=O)O)C=C1